BrC1=C(C#N)C=C(C=C1)Br 2,5-dibromobenzonitrile